C(=CCCCCCCCCCCCCCCCC)C(C(=O)O)=C.C(C=C)(=O)OCCCCCCCCCCCCCCCCCC Octadecyl acrylate (octadecenyl acrylate)